N-[5-[(tert-butyldimethylsilyl)oxy]pyridin-2-yl]-4-[4-(trifluoromethyl)phenyl]piperazine-1-carboxamide [Si](C)(C)(C(C)(C)C)OC=1C=CC(=NC1)NC(=O)N1CCN(CC1)C1=CC=C(C=C1)C(F)(F)F